2-chloro-8-(4-(5-methyl-3-(trifluoromethyl)-1H-pyrazol-1-yl)benzyl)-7,8-dihydro-6H-pyrimido[5,4-b][1,4]oxazine ClC=1N=CC=2OCCN(C2N1)CC1=CC=C(C=C1)N1N=C(C=C1C)C(F)(F)F